6-(pyrimidin-5-ylmethyl)-4,5,6,7-tetrahydrothieno[2,3-c]pyridine-3-carboxylic acid ethyl ester C(C)OC(=O)C1=CSC=2CN(CCC21)CC=2C=NC=NC2